C(C)(C)(C)OC(=O)NS(=O)(=O)C=1SC(=CC1C1=CC=C(C=C1)CN1C=NC=C1)CC(C)C N-tert-butoxycarbonyl-3-(4-imidazol-1-ylmethyl-phenyl)-5-isobutylthiophene-2-sulfonamide